C(C)(C)(C)OC(CN1N=C(C2=CC=C(C=C12)NC(=O)OCCCCC=C)C(C)=O)=O.NCCNC1=NC=C(C(=N1)NC1=CC(=CC(=C1)C)C)C(=O)N 2-(2-aminoethylamino)-4-(3,5-dimethylanilino)pyrimidine-5-carboxamide tert-Butyl-2-(3-Acetyl-6-(((hex-5-en-1-yloxy)carbonyl)amino)-1H-indazol-1-yl)acetate